FC1=C(C=C(C=N1)C1=C(N=C(C2=CC3=C(C=C12)C=NN3)N=S(=O)(C)C)C(C)C)C ((5-(6-fluoro-5-methylpyridin-3-yl)-6-isopropyl-1H-pyrazolo[4,3-g]isoquinolin-8-yl)imino)dimethyl-λ6-sulfanone